C(C#CC)N1N=C2C(N(C(C=C2N2[C@H](CN([C@@H](C2)CC)C(C)C2=CC=C3C(=N2)SC=N3)CC)=O)C)=C1 2-(but-2-yn-1-yl)-7-((2S,5R)-2,5-diethyl-4-(1-(thiazolo[5,4-b]pyridin-5-yl)ethyl)piperazin-1-yl)-4-methyl-2,4-dihydro-5H-pyrazolo[4,3-b]pyridin-5-one